diketoindole O=C1C(NC2=CC=CC=C12)=O